C(C\C=C/CCCCCCC)(C(=O)O)C(=O)O cis-3-undecene-1,1-dicarboxylic acid